((2S,5R)-5-ethyl-2-methyl-4-(1-(quinoxalin-6-yl)ethyl)piperazin-1-yl)-4-methyl-2-(tetrahydro-2H-pyran-2-yl)-2,4-dihydro-5H-pyrazolo[4,3-b]pyridin-5-one C(C)[C@H]1N(C[C@@H](N(C1)C=1N(N=C2C1N(C(C=C2)=O)C)C2OCCCC2)C)C(C)C=2C=C1N=CC=NC1=CC2